CC(CC)OCCC[Si](OC)(OC)OC 3-(methylpropyloxy)propyltrimethoxysilane